3H-oxazol O1CNC=C1